FC1=C(C=C(C(=C1)C)C=1C=C(C=2N(C1)C1=C(N2)CCC(C1)O)N1CCOCC1)NC(C1=CC(=NC=C1)C(F)(F)F)=O N-(2-fluoro-5-(8-hydroxy-4-morpholino-6,7,8,9-tetrahydrobenzo[4,5]imidazo[1,2-a]pyridin-2-yl)-4-methylphenyl)-2-(trifluoromethyl)isonicotinamide